cis-N-(2-fluoro-5-(1-methyl-1H-1,2,4-triazol-3-yl)-4-(trifluoromethyl)phenyl)-3-methyl-1-(5-methyl-1,3,4-oxadiazol-2-yl)-8-azabicyclo[3.2.1]octane-8-carboxamide FC1=C(C=C(C(=C1)C(F)(F)F)C1=NN(C=N1)C)NC(=O)N1C2(CC(CC1CC2)C)C=2OC(=NN2)C